C(C(C)C)[C@@H]1C(N2C(N(O1)C(=O)C1=CC=C(C#N)C=C1)CN(C([C@@H]2CC(C)C)=O)C2CCN(CC2)C)=O 4-((3R,6S)-3,6-diisobutyl-8-(1-methylpiperidin-4-yl)-4,7-dioxooctahydropyrazino[2,1-c][1,2,4]oxadiazine-1-carbonyl)benzonitrile